1-hydroxy-2,2,6,6-tetramethylpiperidin-4-ol ON1C(CC(CC1(C)C)O)(C)C